6-chloro-N-(2,4-dimethoxybenzyl)-8-(3-methoxy-2,6-dimethylphenyl)pyrido[3,4-d]pyrimidin-4-amine ClC1=CC2=C(N=CN=C2NCC2=C(C=C(C=C2)OC)OC)C(=N1)C1=C(C(=CC=C1C)OC)C